tert-butyl ((1R,3S)-3-(5-bromo-7-methoxy-[1,2,4]triazolo[4,3-a]pyridin-3-yl)cyclohexyl)carbamate BrC1=CC(=CC=2N1C(=NN2)[C@@H]2C[C@@H](CCC2)NC(OC(C)(C)C)=O)OC